methyl (4-((3-(cyclopropylsulfonyl) pyridin-2-yl) amino)-5-propionylpyridin-2-yl)-carbamate C1(CC1)S(=O)(=O)C=1C(=NC=CC1)NC1=CC(=NC=C1C(CC)=O)NC(OC)=O